ClC1=NC=CC(=C1)NC(NC1=CC(=NC=C1)C#CC=1C=C(C(=O)O)C=CC1)=O 3-((4-(3-(2-Chloropyridin-4-yl)ureido)pyridin-2-yl)ethynyl)benzoic acid